4-methyl-3-[2-(pyridin-3-yl)ethynyl]-N-[1-(3,3,3-trifluoropropyl)-1H-pyrazol-4-yl]benzamide CC1=C(C=C(C(=O)NC=2C=NN(C2)CCC(F)(F)F)C=C1)C#CC=1C=NC=CC1